ClC=1C=C(C(=O)NC[C@@H]2CC[C@H](CC2)CO)C=CC1N1CCCC1 3-chloro-N-{[trans-4-(hydroxymethyl)cyclohexyl]methyl}-4-pyrrolidin-1-ylbenzamide